2-amino-5-bromo-6-methylpyridine-3-carboxylic acid NC1=NC(=C(C=C1C(=O)O)Br)C